CC1(OC[C@H](N1C(=O)OC(C)(C)C)CB1OC(C(O1)(C)C)(C)C)C.C1(=CC=CC=C1)C(=C(C1=CC=CC=C1)C1=CC=CC=C1)C1=CC=CC=C1 1,1,2,2-tetraphenyl ethylene tert-butyl (4R)-2,2-dimethyl-4-[(4,4,5,5-tetramethyl-1,3,2-dioxaborolan-2-yl)methyl]-1,3-oxazolidine-3-carboxylate